N-(2-aminoethyl)-2-aminopropionic acid NCCNC(C(=O)O)C